(S)-1-(4-((2-((tert-butoxycarbonyl)amino)phenyl)carbamoyl)phenyl)ethyl 2-((S)-4-(4-chlorophenyl)-2,3,9-trimethyl-6H-thieno[3,2-f][1,2,4]triazolo[4,3-a][1,4]diazepin-6-yl)acetate ClC1=CC=C(C=C1)C1=N[C@H](C=2N(C3=C1C(=C(S3)C)C)C(=NN2)C)CC(=O)O[C@@H](C)C2=CC=C(C=C2)C(NC2=C(C=CC=C2)NC(=O)OC(C)(C)C)=O